NC1CCC2(CC(C2)N(C(OCC2=CC=CC=C2)=O)C2CC2)CC1 benzyl (7-aminospiro[3.5]nonan-2-yl)(cyclopropyl)carbamate